C(CC)OC(C1=CC=C(C=C1)NCC1=C(C=CC=C1)OC1=NC(=CC(=N1)OC)OC)=O 4-[[[2-[(4,6-dimethoxy-2-pyrimidinyl)oxy]phenyl]methyl]amino]benzoic acid propyl ester